8-bromo-7-(3-fluorophenyl)-[1,2,4]triazolo[4,3-c]pyrimidin-5-amine BrC=1C=2N(C(=NC1C1=CC(=CC=C1)F)N)C=NN2